C(C)OCOC1=C(C(=O)C2=CC=C(C(=O)O)C=C2)C=CC(=C1)OC 4-(2-(ethoxymethoxy)-4-methoxybenzoyl)benzoic acid